(2R,3S)-1-((S)-tert-butylsulfinyl)-3-(methoxycarbonyl)aziridine-2-carboxylic acid C(C)(C)(C)[S@](=O)N1[C@H]([C@H]1C(=O)OC)C(=O)O